NCC=1C=C(C=CC1)C=1C=C2C(=CN(C2=CC1)C(=O)OC(C)(C)C)CC=1C(=C(C=CC1)CC(=O)O)O 2-(3-((5-(3-(aminomethyl)phenyl)-1-{tert-butoxycarbonyl}-1H-indol-3-yl)methyl)-2-hydroxyphenyl)acetic acid